COC([C@@H](NC1=CC=C(C=C1)OC)C)=O (4-methoxyphenyl)alanine methyl ester